5-[2-ethoxy-5-(4-methyl-1-piperazinesulfonyl)phenyl]-1-methyl-3-n-propyl-1,6-dihydro-7H-pyrazolo[4,3-d]pyrimidin-7-one C(C)OC1=C(C=C(C=C1)S(=O)(=O)N1CCN(CC1)C)C=1NC(C2=C(N1)C(=NN2C)CCC)=O